3-(4,6-difluoro-5-(1-(4-methylphenethyl)piperidin-4-yl)-1-oxoisoindolin-2-yl)piperidine-2,6-dione FC1=C2CN(C(C2=CC(=C1C1CCN(CC1)CCC1=CC=C(C=C1)C)F)=O)C1C(NC(CC1)=O)=O